ClC=1C(=C(C(=C(C1)O)F)C)CO 5-chloro-2-fluoro-4-(hydroxymethyl)-3-methylphenol